methyl 2-(2,6-dichloro-3-nitrophenyl)acetate ClC1=C(C(=CC=C1[N+](=O)[O-])Cl)CC(=O)OC